CC=1C=C(C=CC1NC1=NNC(=C1)C1=CC=C(C=C1)C(F)(F)F)O 3-methyl-4-((5-(4-(trifluoromethyl)phenyl)-1H-pyrazol-3-yl)amino)phenol